BrC=1C(=C(OC2CCC(CC2)CC[C@@H](CN2CCN(CC2)C2=NC3=C(N2C)C=C(C=C3)C3C(NC(CC3)=O)=O)C)C=CC1)C 3-(2-(4-((S)-4-((1r,4R)-4-(3-bromo-2-methylphenoxy)cyclohexyl)-2-methylbutyl)piperazin-1-yl)-1-methyl-1H-benzo[d]imidazol-6-yl)piperidine-2,6-dione